FC(C(C(=O)[O-])(F)F)(F)F penta-fluoropropionate